5-methylsulfonyl-1H-indole-2-carbohydrazide CS(=O)(=O)C=1C=C2C=C(NC2=CC1)C(=O)NN